C1(CC1)CN[C@H]1C(C(N([C@@H]1C1=CC=CC=C1)C=1C=C2C=NN(C2=CC1)C1=CC=C(C=C1)F)=O)(C)C (4S,5R)-4-((cyclopropylmethyl)amino)-1-(1-(4-fluorophenyl)-1H-indazol-5-yl)-3,3-dimethyl-5-phenylpyrrolidin-2-one